sulfur carbon-oxide [C]=O.[S]